2-(3-((2S,6R)-2-(hydroxymethyl)-6-methylmorpholino)-5-methyl-1,2,4-triazin-6-yl)-5-(trifluoromethyl)phenol OC[C@H]1O[C@@H](CN(C1)C=1N=NC(=C(N1)C)C1=C(C=C(C=C1)C(F)(F)F)O)C